NCCOCCOCCC(=O)NC1=C(C(=O)NC=2SC(=C(N2)C(C)C)C)C=CC=C1 2-(3-(2-(2-Aminoethoxy)ethoxy)propanamido)-N-(4-isopropyl-5-methylthiazol-2-yl)benzamide